C(C)(C)(C)C1=CC=C(C=C1)[S@](=NC(=O)C1CC1)C1=C(C(=CC=C1)C)C1=C(C=CC=C1C)I N-((S)-(4-(tert-butyl)phenyl)((R)-2'-iodo-6,6'-dimethyl-[1,1'-biphenyl]-2-yl)-λ4-sulfaneylidene)cyclopropanecarboxamide